CN(CCCC(=O)OCCN(CCCCCCCC(=O)OCCCCCCCCF)CCCCCCCC(=O)OC(CCCCCCCC)CCCCCCCC)C fluorooctyl 8-((2-((4-(dimethylamino)butanoyl)oxy)ethyl)(8-(heptadecan-9-yloxy)-8-oxooctyl)amino)octanoate